FC1=C(OC=2N=CC(=NC2)NC(=O)C2CC23CC(C(CC3)(F)F)C3=CNC(C=C3)=O)C=CC(=C1)F N-(5-(2,4-difluorophenoxy)pyrazin-2-yl)-6,6-difluoro-5-(6-oxo-1,6-dihydropyridin-3-yl)spiro[2.5]octane-1-carboxamide